FC1CN(CCC1)CCCOC1=NC=C(C=C1NS(=O)(=O)C)C1=CC=2C3=C(C=NC2C=C1)N(C(C31CCC1)=O)C N-(2-(3-(3-Fluoropiperidin-1-yl)propoxy)-5-(3'-methyl-2'-oxo-2',3'-dihydrospiro[cyclobutane-1,1'-pyrrolo[2,3-c]quinolin]-8'-yl)pyridin-3-yl)methanesulfonamide